tri-normal octylaluminum C(CCCCCCC)[Al](CCCCCCCC)CCCCCCCC